2-Chloro-4-((5-(3,5-dimethylisoxazol-4-yl)-2-methylphenyl)(4-(1,3-dicarbonylisoindolin-2-yl)butyl)amino)benzonitrile ClC1=C(C#N)C=CC(=C1)N(CCCCN1C(C2=CC=CC=C2C1=C=O)=C=O)C1=C(C=CC(=C1)C=1C(=NOC1C)C)C